2-(3,4-dicarboxyphenyl)hexafluoropropane C(=O)(O)C=1C=C(C=CC1C(=O)O)C(C(F)(F)F)C(F)(F)F